C(C)(C)(C)N(C([O-])=O)CCC#C.C.[Na+] sodium methan Tert-Butyl-but-3-ynylcarbamate